methyl (E)-3-(3-(((4-(3-cyclopropyl-1,2,4-oxadiazol-5-yl)bicyclo[2.2.2]octan-1-yl)methyl)amino)phenyl)acrylate C1(CC1)C1=NOC(=N1)C12CCC(CC1)(CC2)CNC=2C=C(C=CC2)/C=C/C(=O)OC